Pyrazolid [N-]1N=CC=C1